(S)-4-(2-amino-3-phenylpropanamido)-N-(6-(trifluoromethoxy)benzo[d]thiazol-2-yl)butanamide N[C@H](C(=O)NCCCC(=O)NC=1SC2=C(N1)C=CC(=C2)OC(F)(F)F)CC2=CC=CC=C2